3-(tert-Butyl)amino-2-methyl-propan C(C)(C)(C)NCC(C)C